2-methoxy-2-methyl-N-[[4-[5-(trifluoromethyl)-1,2,4-oxadiazol-3-yl]phenyl]methyl]propanamide COC(C(=O)NCC1=CC=C(C=C1)C1=NOC(=N1)C(F)(F)F)(C)C